sodium (S)-3-(2',4'-difluorobiphenyl-3-yl)-3-(3-(1,5-dimethyl-4-oxido-2-oxo-1,2-dihydropyridin-3-yl)ureido)propanoate FC1=C(C=CC(=C1)F)C1=CC(=CC=C1)[C@H](CC(=O)[O-])NC(=O)NC=1C(N(C=C(C1[O-])C)C)=O.[Na+].[Na+]